tert-butyl (4-amino-3-methylbenzyl)carbamate NC1=C(C=C(CNC(OC(C)(C)C)=O)C=C1)C